(R)-3-(9-bromo-5,6-dihydrobenzo[f]imidazo[1,2-d][1,4]oxazepine-2-Yl)-4-methyl-oxazolidin-2-one BrC1=CC2=C(C=3N(CCO2)C=C(N3)N3C(OC[C@H]3C)=O)C=C1